C1(C(C(C1C(=O)O)C(=O)O)C(=O)O)C(=O)O 1,2,3,4-cyclobutanetetracarboxylic acid